1-(1,1-Dioxotetrahydro-2H-thiopyran-4-yl)-5-fluoro-1,3-dihydro-2H-benzo[d]imidazol-2-one O=S1(CCC(CC1)N1C(NC2=C1C=CC(=C2)F)=O)=O